FC(C(=O)O)(F)F.[C@@H]12CNC[C@H]2C1C1=CN(C2=C1C=NC(=C2F)C2=CC(=CC1=CC=C(C(=C21)C#C)F)O)C2CC2 4-(3-((1R,5S,6s)-3-azabicyclo[3.1.0]hexan-6-yl)-1-cyclopropyl-7-fluoro-1H-pyrrolo[3,2-c]pyridin-6-yl)-5-ethynyl-6-fluoronaphthalen-2-ol 2,2,2-trifluoroacetate